S1C(=CC=C1)\C=N\NC(C1=NC=CC(=C1)C1=CC=C(C=C1)OC(F)(F)F)=O (E)-N'-(thiophen-2-ylmethylene)-4-(4-(trifluoromethoxy)phenyl)picolinohydrazide